N(=C=O)CO[Si](OC)(C)CCC Isocyanato-propyl-methyldimethoxysilan